FC=1C=CC(=C2C=C(NC12)C(=O)O)OC 7-fluoro-4-methoxy-1H-indole-2-carboxylic acid